N=1N(N=CC1)C1=C(C=CC=C1)C(=O)N1[C@H]2C(CC(C1)CC2)NC2=NC=C(N=C2)C(F)(F)F |r| (R/S)-(2-(2H-1,2,3-triazol-2-yl)phenyl)(6-((5-(trifluoromethyl)pyrazin-2-yl)amino)-2-azabicyclo[2.2.2]octan-2-yl)methanone